[Sb].[Li] lithium-antimony